hydroxy-2-(trifluoromethyl)aminobenzyl chloride OC(C1=C(C=CC=C1)NC(F)(F)F)Cl